C(=C)P vinyl-monophosphine